FC(C=1C(=C(C=CC1)[C@@H](C)NC=1C=2C(N=C(N1)OC)=CC(N(C2)N2CCOCC2)=O)F)F (R)-4-((1-(3-(difluoromethyl)-2-fluorophenyl)ethyl)amino)-2-methoxy-6-morpholinopyrido[4,3-d]pyrimidin-7(6H)-one